N-(3-phenylnaphthyl)-2-(4-nitrophenyl)-indole-13C C1(=CC=CC=C1)C=1C=C(C2=CC=CC=C2C1)N1[13C](=CC2=CC=CC=C12)C1=CC=C(C=C1)[N+](=O)[O-]